C(C)OC=1C(C2=CC=CC=C2C(C1CC1CCC(CC1)C(C)(C)C)=O)=O 2-ethoxy-3-(4-tert-butylcyclohexylmethyl)-1,4-naphthoquinone